FC1=CC=C(C=C1)C=1N=CN(C1C1=CC(=NC=C1)NC(=O)C1CC1)CC(N1CCNCC1)=O N-{4-[4-(4-fluorophenyl)-1-[2-oxo-2-(piperazin-1-yl)ethyl]-1H-imidazol-5-yl]Pyridine-2-Yl}Cyclopropanecarboxamide